Azidopropylformamide N(=[N+]=[N-])CCCNC=O